(R)-N-(1-Aminopropan-2-yl)-5-chloro-6,7-difluoro-1H-indole NC[C@@H](C)N1C=CC2=CC(=C(C(=C12)F)F)Cl